ethyl 4-((4'-chloro-[1,1'-biphenyl]-4-yl)amino)-1H-1,2,3-triazole-5-carboxylate ClC1=CC=C(C=C1)C1=CC=C(C=C1)NC=1N=NNC1C(=O)OCC